Methyl 2-((1R,3R)-1-(tert-butyldimethylsilyloxy)-3-(hex-5-ynylamino)-4-methylpentyl)thiazole-4-carboxylate [Si](C)(C)(C(C)(C)C)O[C@H](C[C@H](C(C)C)NCCCCC#C)C=1SC=C(N1)C(=O)OC